(S)-3-((2-chloro-5-((3-cyclopropyl-1-methyl-1H-pyrazol-4-yl)ethynyl)pyridin-4-yl)amino)butan-1-ol ClC1=NC=C(C(=C1)N[C@H](CCO)C)C#CC=1C(=NN(C1)C)C1CC1